N1N=CC2=CC(=CC=C12)C#CC1=NC(=NC=C1)C1=NC(=NC=C1)NCC1(OCCC1)C ((1H-indazol-5-yl)ethynyl)-N-((2-methyltetrahydrofuran-2-yl)methyl)-[2,4'-bipyrimidin]-2'-amine